ClC1=C2C(=NC=C1)N(C=C2C=2C=NSC2)COCC[Si](C)(C)C 2-[(4-chloro-3-isothiazol-4-yl-pyrrolo[2,3-b]pyridin-1-yl)methoxy]ethyl-trimethyl-silane